[N+](=O)([O-])C1=CC=C(C=C1)N(CCN(C1=CC=C(C=C1)[N+](=O)[O-])C)C N,N'-di(4-nitrophenyl)-dimethylethylenediamine